C1(CC1)OC=1C(=C(C=CC1)C1CC=2C=NN(C(C2CC1)=O)C1=NC=C(C=N1)C)C (+)-6-(3-Cyclopropoxy-2-methylphenyl)-2-(5-methylpyrimidin-2-yl)-5,6,7,8-tetrahydrophthalazin-1(2H)-one